OCC1CCC(CC1)C=1OC2=C(N1)C=C(C(=C2)NC(=O)C=2C=NN1C2N=CC=C1)OC N-[2-[4-(hydroxymethyl)cyclohexyl]-5-methoxy-1,3-benzoxazol-6-yl]pyrazolo[1,5-a]pyrimidine-3-carboxamide